FC1=CC=C(C=C1)N1C=NC=C1 1-(4-fluorophenyl)imidazole